C[Cd]C Dimethyl-cadmium